OCC1=CC=C(C=C1)N1N=C(C(=C1)NC(=O)C=1N=C(OC1)C1=CC(=NC=C1)N(C(OC(C)(C)C)=O)CC(F)(F)F)CCCOC1OCCCC1 2-Tert-Butyl (4-(4-((1-(4-(hydroxymethyl)phenyl)-3-(3-((tetrahydro-2H-pyran-2-yl)oxy) propyl)-1H-pyrazol-4-yl)carbamoyl)oxazol-2-yl)pyridin-2-yl)(2,2,2-trifluoroethyl)carbamate